(R)-2-(3-(3,3-difluoro-1-((4-methyl-4H-1,2,4-triazol-3-yl)methyl)cyclobutyl)phenyl)-6-((3-isopropyl-4-methylpiperazin-1-yl)methyl)-4-(trifluoromethyl)isoindolin-1-one FC1(CC(C1)(CC1=NN=CN1C)C=1C=C(C=CC1)N1C(C2=CC(=CC(=C2C1)C(F)(F)F)CN1C[C@H](N(CC1)C)C(C)C)=O)F